IC1=CNC2=NC=C(C=C21)C=2C(=NOC2C)C 4-(3-iodo-1H-pyrrolo[2,3-b]pyridin-5-yl)-3,5-dimethylisoxazole